BrC1=CC=C(C=C1)N(C(C1=CC=CC=C1)=O)C1=CC=CC=C1 N-(4-bromophenyl)-N-phenylbenzamide